N-(cis-2-(biphenyl-3-ylmethyl)pyrrolidin-3-yl)methanesulfonamide C1(=CC(=CC=C1)C[C@@H]1NCC[C@@H]1NS(=O)(=O)C)C1=CC=CC=C1